N-methoxy-4-(8,9,10,11-tetrahydro-3H-pyrazolo[4,3-a]phenanthridin-7-yl)benzamide CONC(C1=CC=C(C=C1)C1=NC2=CC=C3C(=C2C=2CCCCC12)C=NN3)=O